FC1=CC2=C(N(N=N2)C(C(=O)N2[C@@H](C[C@H](C2)O)C(=O)NC)C(C)C)C=C1F |r| rac-(2s,4r)-1-[2-(5,6-difluorobenzotriazol-1-yl)-3-methyl-butyryl]-4-hydroxy-N-methyl-pyrrolidine-2-carboxamide